(1R)-2'-methyl-7'-oxo-5',7'-dihydrospiro[cyclohexane-1,6'-cyclopenta[b]pyridin] CC1=CC=C2C(=N1)C(C1(C2)CCCCC1)=O